8-chloro-1-(2,6-dichloro-4-fluorophenyl)-5-((2,2-dimethyl-1,3-dioxolan-4-yl)methoxy)-2-methyl-1,6-naphthyridin-4(1H)-one ClC=1C=NC(=C2C(C=C(N(C12)C1=C(C=C(C=C1Cl)F)Cl)C)=O)OCC1OC(OC1)(C)C